BrC1=C(C=CC=C1)C1=C(C(=CC=C1)F)F 2'-bromo-2,3-difluoro-1,1'-biphenyl